COC(CC1CCN(CC1)C=1C=CC=2C(OC(C3=CC=CC1C23)=O)=O)=O.BrC2=CC=C(C=C2)C(=O)C2=C(C=CC=C2)NC (4-bromophenyl)(2-(methylamino)phenyl)methanone methyl-2-(1-(1,3-dioxo-1H,3H-benzo[de]isochromen-6-yl)piperidin-4-yl)acetate